3-(5-((2-(4-methylpiperidin-1-yl)cyclopentyl)oxy)-1-oxoisoindolin-2-yl)piperidine-2,6-dione CC1CCN(CC1)C1C(CCC1)OC=1C=C2CN(C(C2=CC1)=O)C1C(NC(CC1)=O)=O